5-(4-methoxy-3-methylphenyl)-3H-1,2-dithiole-3-thione COC1=C(C=C(C=C1)C1=CC(SS1)=S)C